(E)-N-(3,5-dibromobenzylidene)-2-methylpropane-2-sulfinamide BrC=1C=C(\C=N\S(=O)C(C)(C)C)C=C(C1)Br